C(C)(C)(C)OC(=O)N1C[C@H]([C@@](CC1)(F)C=1C(=NC=C(C1)Br)F)C |r| Racemic-trans-tert-butyl-4-(5-bromo-2-fluoropyridin-3-yl)-4-fluoro-3-methylpiperidine-1-carboxylate